OC(CCCC(=O)[O-])C(C=C)O 5,6-dihydroxy-7-octenoate